6-({4-[(1R,5S)-8-(cyclopropylcarbonyl)-3,8-diazabicyclo[3.2.1]oct-3-yl]-5-fluoropyrimidin-2-yl}amino)imidazo[1,2-a]pyridine-2-carboxamide C1(CC1)C(=O)N1[C@H]2CN(C[C@@H]1CC2)C2=NC(=NC=C2F)NC=2C=CC=1N(C2)C=C(N1)C(=O)N